4-trifluoromethyl-adamantan-1-amine FC(C1C2CC3(CC(CC1C3)C2)N)(F)F